[K+].OCCCCCC(=O)[O-] 6-Hydroxyhexanoic acid potassium salt